CC1(CC(C2=C(C=CC=C12)NC(=O)C=1C(=NN(C1)C)C(F)F)C)C N-(1,1,3-trimethylindan-4-yl)-1-methyl-3-difluoromethylpyrazole-4-carboxylic acid amide